C(C)(C)(C)OC(=O)N(C1=NC=CC(=C1)C[C@@H]1[C@H](N(C1=O)C(N[C@H](C)C1CCCCC1)=O)C(=O)OCC1=CC=CC=C1)CC1=CC=C(C=C1)OC benzyl (2S,3R)-3-({2-[(tert-butoxycarbonyl)(4-methoxybenzyl)amino]pyridin-4-yl}methyl)-1-{[(1R)-1-cyclohexylethyl]carbamoyl}-4-oxoazetidine-2-carboxylate